3,3-difluoro-7'-hydroxy-5'-methyl-1'-phenyl-3',4',4a',5'-tetrahydro-1'H-spiro[cyclopentane-1,2'-dipyrido[1,2-b:2',1'-f][1,2,4]triazine]-6',8'-dione FC1(CC2(CCC3N(N4C(C(N3C)=O)=C(C(C=C4)=O)O)C2C2=CC=CC=C2)CC1)F